acrylic acid 6-[4'-(6-acryloyloxy-hexyloxy) biphenyl-4-yloxy]hexyl ester C(C=C)(=O)OCCCCCCOC1=CC=C(C=C1)C1=CC=C(C=C1)OCCCCCCOC(C=C)=O